endo-2-(tert-butoxycarbonyl)-2-azabicyclo[2.2.1]heptane-3-carboxylic acid C(C)(C)(C)OC(=O)N1C2CCC(C1C(=O)O)C2